6-(5-methyl-1H-pyrazol-4-yl)-N-(4-(piperidin-1-ylmethyl)pyridin-2-yl)benzo[d]thiazol-2-amine CC1=C(C=NN1)C1=CC2=C(N=C(S2)NC2=NC=CC(=C2)CN2CCCCC2)C=C1